Cl.FC1=C(C=CC(=C1)C1NCCC1)C=1N=C2SC3=C(N2C1)C=CC(=C3)C(=O)N 2-(2-fluoro-4-(pyrrolidin-2-yl)phenyl)benzo[d]imidazo[2,1-b]thiazole-7-carboxamide hydrochloride